2-(difluoromethyl)-5-(6-((4-(3-fluorotetrahydrofuran-3-yl)-1H-1,2,3-triazol-1-yl)methyl)pyridin-3-yl)-1,3,4-oxadiazole FC(C=1OC(=NN1)C=1C=NC(=CC1)CN1N=NC(=C1)C1(COCC1)F)F